butyl-1-aza-2,2-dimethoxy-2-silacyclopentane C(CCC)N1[Si](CCC1)(OC)OC